(3S)-3-[[5-[2-[3-(difluoromethoxy)phenoxy]pyrimidin-5-yl]-3-pyridinyl]amino]pyrrolidine-1-carboxylic acid tert-butyl ester C(C)(C)(C)OC(=O)N1C[C@H](CC1)NC=1C=NC=C(C1)C=1C=NC(=NC1)OC1=CC(=CC=C1)OC(F)F